tert-butyl (2-(2-(2-(4-((3-(2,3-difluoro-4-(pyridin-2-yloxy)phenyl)imidazo[1,2-a]pyrazin-8-yl)amino)-2-methylphenoxy)ethoxy)ethoxy)ethyl)carbamate FC1=C(C=CC(=C1F)OC1=NC=CC=C1)C1=CN=C2N1C=CN=C2NC2=CC(=C(OCCOCCOCCNC(OC(C)(C)C)=O)C=C2)C